C1(CC1)C1=C(C(=O)O)C=CC(=C1)N1N=NN=C1SCC(=O)C1=CC=C(C=C1)NS(=O)(=O)C 2-cyclopropyl-4-(5-((2-(4-(methylsulfonamido)phenyl)-2-oxoethyl)thio)-1H-tetrazol-1-yl)benzoic acid